3-(2-methylaziridinyl)ethylcarboxylpropyltriethoxysilane CC1N(C1)CCC(CC[Si](OCC)(OCC)OCC)C(=O)O